2-((3-(4-((5-(trifluoromethyl)pyridin-2-yl)oxy)phenyl)-1,2,4-oxadiazol-5-yl)methyl)acrylic acid FC(C=1C=CC(=NC1)OC1=CC=C(C=C1)C1=NOC(=N1)CC(C(=O)O)=C)(F)F